C(C1=CC=C(C(=O)[O-])C=C1)(=O)OCC(O)CCCC n-butyl(2-hydroxyethyl) terephthalate